CC1=NC(=NC=2N([C@H](C(NC12)=O)C)C)NCC=1C=NN(C1)CC=1C=NC=CC1 (7S)-4,7,8-trimethyl-2-(((1-(pyridin-3-ylmethyl)-1H-pyrazol-4-yl)methyl)amino)-7,8-dihydropteridin-6(5H)-one